(4,6-dimethyl-2-oxo-1,2-dihydropyridin-3-yl)methyl-3-(((1r,4r)-4-(dimethylamino)cyclohexyl)(ethyl)amino)-2-methyl-5-(thiophen-2-yl)-benzamide TFA salt OC(=O)C(F)(F)F.CC1=C(C(NC(=C1)C)=O)CC1=C(C(=C(C(=O)N)C=C1C=1SC=CC1)C)N(CC)C1CCC(CC1)N(C)C